(S)-2-[4-chloro-5-fluoro-2-(3-isoxazolyl)phenoxy]propionic acid ClC1=CC(=C(O[C@H](C(=O)O)C)C=C1F)C1=NOC=C1